C1(CCCC1)=O cyclopentaneOn